[Si](C)(C)(C(C)(C)C)OCCC(C)C1=C2C=C(N=CC2=C(C=C1)N1[C@@H]([C@H](C1)CS(=O)(=O)NC)C)Cl ((2R,3S)-1-(5-(4-((tert-butyldimethylsilyl)oxy)butan-2-yl)-3-chloroisoquinolin-8-yl)-2-methylazetidin-3-yl)-N-methylmethanesulfonamide